bis(dipentylamino)silane C(CCCC)N(CCCCC)[SiH2]N(CCCCC)CCCCC